N-{[3,5-difluoro-2-(oxetan-3-yloxy)phenyl]methyl}-5-{2-acetamidoimidazo[1,2-b]pyridazin-6-yl}-2,6-dimethylpyridine-3-carboxamide FC=1C(=C(C=C(C1)F)CNC(=O)C=1C(=NC(=C(C1)C=1C=CC=2N(N1)C=C(N2)NC(C)=O)C)C)OC2COC2